OC1CCC(CC1)(C(=O)OCC[Si](C)(C)C)C 2-(trimethylsilyl)ethyl 4-hydroxy-1-methylcyclohexanecarboxylate